BrC=1N(N=C2C=C(C=CC12)C1=CC=NC2=CC=CC=C12)CCCN(C)C 3-(3-bromo-6-(4-quinolyl)-2H-indazol-2-yl)-N,N-dimethylpropan-1-amine